4-bromo-6-cyanomethoxypyrazolo[1,5-a]pyridine-3-carbonitrile BrC=1C=2N(C=C(C1)OCC#N)N=CC2C#N